C(C)(C)(C)OC(=O)N1CCC2(CC1)COC1=C3CN(C(C3=C(C=C12)C)=O)[C@H](C(=O)N)CCC(=O)OC(C)(C)C (S)-7-(1-amino-5-(tert-butoxy)-1,5-dioxo-pentan-2-yl)-5-methyl-6-oxo-7,8-dihydro-2h,6h-spiro[furo[2,3-e]isoindole-3,4'-piperidine]-1'-carboxylic acid tert-butyl ester